2-bromo-5-cyclopropyl-1,3,4-oxadiazole BrC=1OC(=NN1)C1CC1